N-((1r,4r)-4-(3-chloro-4-cyanophenoxy)cyclohexyl)-6-(4-((4-(4-(2-((2,6-dioxopiperidin-3-yl)amino)-2-oxoethyl)phenyl)piperazin-1-yl)methyl)piperidin-1-yl)pyridazine-3-carboxamide ClC=1C=C(OC2CCC(CC2)NC(=O)C=2N=NC(=CC2)N2CCC(CC2)CN2CCN(CC2)C2=CC=C(C=C2)CC(=O)NC2C(NC(CC2)=O)=O)C=CC1C#N